FC1=CC=C(C=C1)N1N=CC2=CC(=C(C=C12)C)C1(CN(CC1)S(=O)(=O)C=1C=NN(C1)C)\C=C\C1=CC=CC=C1 (E)-1-(4-fluorophenyl)-6-methyl-5-(1-((1-methyl-1H-pyrazol-4-yl)sulfonyl)-3-styrylpyrrolidin-3-yl)-1H-indazole